NC1=NC=CC(=C1Cl)SC=1C=2N(C(=NC1)N1CCC3([C@H](C(CO3)(C)C)N)CC1)C=CN2 (S)-8-(8-((2-amino-3-chloropyridin-4-yl)thio)imidazo[1,2-c]pyrimidin-5-yl)-3,3-dimethyl-1-oxa-8-azaspiro[4.5]decan-4-amine